3-(6-chloro-5-(4'-fluoro-2'-hydroxy-3'-methoxy-[1,1'-biphenyl]-4-yl)-1H-indazol-3-yl)-propanoic acid ClC1=C(C=C2C(=NNC2=C1)CCC(=O)O)C1=CC=C(C=C1)C1=C(C(=C(C=C1)F)OC)O